C(C)OC(=O)C=1SC=CC1C=1C=C(C=C(C1)S(N(C1=C(C=CC=C1)[N+](=O)[O-])C1=C(C=CC=C1)N1CCN(CC1)C(=O)C=1SC=CC1Br)(=O)=O)C 5-(N-(2-(4-(3-bromothiophene-2-carbonyl)piperazin-1-yl)phenyl)-N-(2-nitrophenyl)sulfamoyl)-3-tolylthiophene-2-carboxylic acid ethyl ester